methyl 6-chloro-3-[[1-(1-cyano-1-methyl-ethyl)-3-methyl-pyrazol-4-yl]amino]-5-cyclopropyl-pyrazine-2-carboxylate ClC1=C(N=C(C(=N1)C(=O)OC)NC=1C(=NN(C1)C(C)(C)C#N)C)C1CC1